tert-butyl (2S)-4-hydroxy-2-methylazepane-1-carboxylate OC1C[C@@H](N(CCC1)C(=O)OC(C)(C)C)C